ClC1=C2C(=CNC2=C(C=C1)NS(=O)(=O)C=1C=NN(C1F)C)C#N N-(4-chloro-3-cyano-1H-indol-7-yl)-5-fluoro-1-methyl-pyrazole-4-sulfonamide